ClC1C(=O)NC(C1)=O Chlorosuccinimide